ClC1=CC(=C(C=C1)B(O)O)OC(C)C 4-chloro-2-isopropoxyphenyl-boronic acid